FC1CC(C1)(C1=NC=CC=C1F)CNC1=NC=C(C=N1)C=1SC(=CN1)CC(=O)N 2-{2-[2-({[3-fluoro-1-(3-fluoro(2-pyridyl))cyclobutyl]methyl}amino)pyrimidin-5-yl]-1,3-thiazol-5-yl}acetamide